The molecule is a glucotriose that is beta-D-glucopyranose in which the hydroxy groups at positions 2 and 3 have each been converted into the corresponding beta-D-glucopyranoside. C([C@@H]1[C@H]([C@@H]([C@H]([C@@H](O1)O)O[C@H]2[C@@H]([C@H]([C@@H]([C@H](O2)CO)O)O)O)O[C@H]3[C@@H]([C@H]([C@@H]([C@H](O3)CO)O)O)O)O)O